4,6-bis(4-phenylphenyl)triazine C1(=CC=CC=C1)C1=CC=C(C=C1)C1=NN=NC(=C1)C1=CC=C(C=C1)C1=CC=CC=C1